CC=1C(=C(C=C(C1)C(F)(F)F)O)C=1N=NC(=CC1)N1CCN(CC1)C 3-methyl-2-[6-(4-methylpiperazin-1-yl)pyridazin-3-yl]-5-(trifluoromethyl)phenol